ethyl 2-[4-[(1R)-3-(3-bromo-2-methyl-phenoxy)-1-methyl-propyl]-1-piperidyl]acetate BrC=1C(=C(OCC[C@@H](C)C2CCN(CC2)CC(=O)OCC)C=CC1)C